3,4-bis((4-methoxybenzyl)oxy)-N-(3-(pyrrolidin-1-yl)propyl)benzamide tert-butyl-4-(isopropyl-carbamoyl)-4-methyl-piperidine-1-carboxylate C(C)(C)(C)OC(=O)N1CCC(CC1)(C)C(NC(C)C)=O.COC1=CC=C(COC=2C=C(C(=O)NCCCN3CCCC3)C=CC2OCC2=CC=C(C=C2)OC)C=C1